trans-octadec-9,12-dienoic acid C(CCCCCCC\C=C\CC=CCCCCC)(=O)O